FC1=C(C=C(C(=O)[O-])C=C1)COS(=O)(=O)C 4-fluoro-3-(methylsulfonyloxymethyl)benzoate